2,4-dichloro-5-(2,2-difluoroethoxy)aniline ClC1=C(N)C=C(C(=C1)Cl)OCC(F)F